O1CC(C1)COC1=C(C=C(C=C1)NC(C)=O)S(N)(=O)=O N-[4-(oxetan-3-ylmethoxy)-3-sulfamoylphenyl]acetamide